F[C@@H]1C[C@H](N(C1)C(CC1=CN=NN1)=O)C(=O)N[C@@H](C=1C=NC=CC1)C1=CC(=C(C=C1)C1(CC1)C)F (2S,4R)-4-fluoro-N-[(R)-[3-fluoro-4-(1-methylcyclopropyl)phenyl](pyridin-3-yl)methyl]-1-[2-(1H-1,2,3-triazol-5-yl)acetyl]pyrrolidine-2-carboxamide